2,4,4-trimethylpentylmonothiophosphinic acid CC(CP(O)=S)CC(C)(C)C